COC1CC(C1)(C1=NN=CN1C)C=1C=C(C=CC1)C1=CN=C2N(C1=O)C=C(C=C2C(F)(F)F)C(C)NC2(CCC2)C 3-[3-[3-methoxy-1-(4-methyl-4H-1,2,4-triazol-3-yl)cyclobutyl]phenyl]-7-[1-[(1-methylcyclobutyl)amino]ethyl]-9-(trifluoromethyl)pyrido[1,2-a]pyrimidin-4-one